NC1=NC2=CC=CC=C2C(=N1)C=1N=NN(C1)CC1=CC=CC(=N1)C(C)(C)O 2-(6-{[4-(2-aminoquinazolin-4-yl)-1H-1,2,3-triazol-1-yl]methyl}pyridin-2-yl)propan-2-ol